4-amino-N-((4S)-7-cyano-3,4-dihydro-1H-2-benzopyran-4-yl)-N,3-dimethyl-3H-pyrazolo[3,4-c]quinoline-8-carboxamide NC1=NC=2C=CC(=CC2C2=C1N(N=C2)C)C(=O)N(C)[C@@H]2COCC1=C2C=CC(=C1)C#N